C[SiH](C)[Hf](C1C=CC2=CC=3CCCC3C=C12)C1C=CC2=CC=3CCCC3C=C12 rac-dimethylsilyl-bis(1,5,6,7-tetrahydro-s-indacenyl)hafnium